BrC=1C(C=C(C(C1)=O)Br)=O 2,5-dibromo-1,4-benzoquinone